4-acetylphenyldiphenylsulfonium tetrakis(pentafluorophenyl)borate FC1=C(C(=C(C(=C1[B-](C1=C(C(=C(C(=C1F)F)F)F)F)(C1=C(C(=C(C(=C1F)F)F)F)F)C1=C(C(=C(C(=C1F)F)F)F)F)F)F)F)F.C(C)(=O)C1=CC=C(C=C1)[S+](C1=CC=CC=C1)C1=CC=CC=C1